O1C[C@H](CC1)OC=1C=C2C=NNC(C2=CC1)=O 6-(((S)-tetrahydrofuran-3-yl)oxy)phthalazin-1(2H)-one